5-(5-(3,5-dichloro-4-fluorophenyl)-5-(trifluoromethyl)-4,5-dihydroisoxazol-3-yl)-N-isopropyl-5,6-dihydro-4H-thieno[2,3-c]pyrrole-2-carboxamide ClC=1C=C(C=C(C1F)Cl)C1(CC(=NO1)N1CC2=C(C1)C=C(S2)C(=O)NC(C)C)C(F)(F)F